NC=1C=2N(C(=C(N1)C1=C(C#N)C=CC=C1)Br)N=CN2 (8-amino-5-bromo-[1,2,4]triazolo[1,5-a]pyrazin-6-yl)benzonitrile